1-β-D-ribofuranosyl-(3-nitropyrrole) [C@@H]1([C@H](O)[C@H](O)[C@H](O1)CO)N1C=C(C=C1)[N+](=O)[O-]